N-ethylsulfonyl-2-[4-[(1-methylbenz-imidazol-2-yl)meth-yl]piperazin-1-yl]-benzamide C(C)S(=O)(=O)NC(C1=C(C=CC=C1)N1CCN(CC1)CC1=NC2=C(N1C)C=CC=C2)=O